N-benzyl-1-(4-hydroxybenzyl)-7-isobutyl-1,2,3,3a,7,7a-hexahydro-6H-3,6-methanopyrrolo[3,2-c]pyridine-6-carboxamide C(C1=CC=CC=C1)NC(=O)C12C(C3C(C=N1)C(CN3CC3=CC=C(C=C3)O)C2)CC(C)C